N-(2,5-di(piperidin-1-yl)oxazolo[4,5-b]pyridin-6-yl)-2-(2-methylpyridin-3-yl)oxazole N1(CCCCC1)C=1OC=2C(=NC(=C(C2)N2C(OC=C2)C=2C(=NC=CC2)C)N2CCCCC2)N1